N-(2-(4-((3-((1H-pyrazol-4-yl)oxy)-5-(trifluoromethoxy)benzyl)amino)butoxy)ethyl)-6-(6-aminopyridazin-4-yl)-1H-indazol-4-amine N1N=CC(=C1)OC=1C=C(CNCCCCOCCNC=2C=3C=NNC3C=C(C2)C2=CN=NC(=C2)N)C=C(C1)OC(F)(F)F